4-(2-Chlorophenyl)-1-((4-methoxybenzyl)amino)-6-(trifluoromethyl)-3H-pyrido[1,2-c]pyrimidine ClC1=C(C=CC=C1)C1=C2N(C(=NC1)NCC1=CC=C(C=C1)OC)C=CC(=C2)C(F)(F)F